[N+](=O)([O-])C1=C(C=CC(=C1)[N+](=O)[O-])S(=O)N 2,4-dinitrobenzenesulfinamide